C(C)C1=CC=C(C=C1)C=1C=C2CC([C@H](C2=CC1C)NC(O[C@@H]1CN2CCC1CC2)=O)(C)C (S)-quinuclidin-3-yl ((R)-5-(4-ethylphenyl)-2,2,6-trimethyl-2,3-dihydro-1H-inden-1-yl)carbamate